(2R)-2-(2-(4-((3-(3-(2-(2-aminoethoxy)ethoxy)propanamido)-propyl)amino)-phenyl)-2-phenylacetamido)-N-(4-hydroxybenzyl)-5-((Z)-2-((2-propionamidoethyl)carbamoyl)-guanidino)pentanamide NCCOCCOCCC(=O)NCCCNC1=CC=C(C=C1)C(C(=O)N[C@@H](C(=O)NCC1=CC=C(C=C1)O)CCCN\C(=N/C(NCCNC(CC)=O)=O)\N)C1=CC=CC=C1